C1(CCCCC1)C[C@@H](C(=O)N[C@@H](C[C@H]1C(NCC1)=O)C(C(=O)NC1CC1)=O)NC(OC(CC1=CC(=CC=C1)Cl)C1=CC(=CC=C1)Cl)=O 1,2-Bis(3-chlorophenyl)ethyl ((S)-3-cyclohexyl-1-(((S)-4-(cyclopropylamino)-3,4-dioxo-1-((S)-2-oxopyrrolidin-3-yl)butan-2-yl)amino)-1-oxopropan-2-yl)carbamate